N-(3-(5-methoxy-1H-benzo[d]imidazol-2-yl)-1H-pyrazol-4-yl)-7H-pyrrolo[2,3-d]pyrimidin-4-amine COC1=CC2=C(NC(=N2)C2=NNC=C2NC=2C3=C(N=CN2)NC=C3)C=C1